1-(4-isobutylphenyl)-4-nitro-3-(4-(trifluoromethyl)phenyl)butan-1-one C(C(C)C)C1=CC=C(C=C1)C(CC(C[N+](=O)[O-])C1=CC=C(C=C1)C(F)(F)F)=O